(6-bromo-4-methylquinazolin-2-yl)methanol BrC=1C=C2C(=NC(=NC2=CC1)CO)C